FC1=CC=C(OCCC=2N=C(C3=C(N2)OC(=C3C(=O)N)C)NC3(CC3)C)C=C1 [2-(4-fluorophenoxy)ethyl]-6-methyl-4-[(1-methylcyclopropyl)amino]furo[2,3-d]pyrimidine-5-carboxamide